C1(C=CC(N1CCCCCC(=O)N[C@@H](C)C(=O)O)=O)=O 6-maleimidocaproyl-alanine